5-chloro-4-(cyclopropylmethoxy)-7-nitroquinolin-8-ol ClC1=C2C(=CC=NC2=C(C(=C1)[N+](=O)[O-])O)OCC1CC1